1-chloro-6-fluoro-3-phenyldibenzo[b,d]furan ClC1=CC(=CC=2OC3=C(C21)C=CC=C3F)C3=CC=CC=C3